2-Chloro-4-fluoro-5-(4-trifluoromethyl-6-oxopyridazin-1(6H)-yl)benzoic acid ClC1=C(C(=O)O)C=C(C(=C1)F)N1N=CC(=CC1=O)C(F)(F)F